CN1CCN(CC1)C1=CC=2C=C3N(CCN(C3)C(CCOCC3NCC3)=O)C2N=C1 2-((3-(3-(4-methylpiperazin-1-yl)-8,9-dihydropyrido[3',2':4,5]pyrrolo[1,2-a]pyrazin-7(6H)-yl)-3-oxopropoxy)methyl)azetidin